3-amino-4-(2-fluorophenyl)-butyric acid NC(CC(=O)O)CC1=C(C=CC=C1)F